FC(C=1NC2=CC=CC=C2C1)(F)F 2-(trifluoromethyl)-1H-indol